1-[8-(5-hydroxypent-1-ynyl)imidazo[1,2-a]pyridin-3-yl]hexahydropyrimidine-2,4-dione OCCCC#CC=1C=2N(C=CC1)C(=CN2)N2C(NC(CC2)=O)=O